S1C(=NC2=C1C=CC=C2)OC2=CC=C(CN1CCC(CC1)NC(=O)COC(C)=O)C=C2 acetic acid {1-[4-(benzothiazol-2-yloxy)-benzyl]-piperidin-4-ylcarbamoyl}-methyl ester